C1(CCCCC1)S(=O)(=O)C1=CC=C(N=N1)NC1C[C@@H]2[C@@H](CN(C2)CC2=CC(=C(C=C2)F)C)C1 (3aR,5s,6aS)-N-(6-(cyclohexylsulfonyl)pyridazin-3-yl)-2-(4-fluoro-3-methylbenzyl)octahydrocyclopenta[c]pyrrol-5-amine